[Na].OC=1C=NC=CC1 3-hydroxypyridine sodium salt